OC1CCC(CC1)N1C[C@@H](CCC1)NC1=CC(=C(N=N1)C1=C(C=C(C=C1)C(F)(F)F)O)C (R)-2-(6-((1-(4-Hydroxycyclohexyl)piperidin-3-yl)amino)-4-methylpyridazin-3-yl)-5-(trifluoromethyl)phenol